C(C)C1=CC=2C(C3=CC=CC=C3SC2C=C1)NC(=O)C=1C(NC(=CC1)C(F)(F)F)=O N-(2-ethyl-9H-thioxanthen-9-yl)-2-oxo-6-(trifluoromethyl)-1,2-dihydropyridine-3-carboxamide